NC(C#N)C1=CN=C2N1C(=CC=C2)C 2-amino-2-(5-methylimidazo[1,2-a]pyridin-3-yl)acetonitrile